2-(3,4-dichlorophenyl)-1-ethyl-4-oxo-6-[[3-(4-pyridyl)pyrazol-1-yl]methyl]pyridine-3-carboxylic acid ClC=1C=C(C=CC1Cl)C=1N(C(=CC(C1C(=O)O)=O)CN1N=C(C=C1)C1=CC=NC=C1)CC